4-cyclopropyl-2-(4-fluoro-2-methylphenoxy)-N-(4-fluoro-3-nitrophenyl)-5-(trifluoromethyl)benzamide C1(CC1)C1=CC(=C(C(=O)NC2=CC(=C(C=C2)F)[N+](=O)[O-])C=C1C(F)(F)F)OC1=C(C=C(C=C1)F)C